N1(CCC1)[C@H](CNS(=O)(=O)C1=CC=C2C=CNC2=C1)C1=NN(C2=CC=CC=C12)CC (R)-N-(2-(azetidin-1-yl)-2-(1-ethyl-1H-indazol-3-yl)ethyl)-1H-indole-6-sulfonamide